C(CCCCC([2H])([2H])[2H])(=O)N1CC2(CC2)C[C@H]1C(=O)N[C@@H](C[C@H]1C(NCC1)=O)C(COC(F)(F)F)=O (S)-5-(hexanoyl-6,6,6-d3)-N-((S)-3-oxo-1-((S)-2-oxopyrrolidin-3-yl)-4-(trifluoromethoxy)butan-2-yl)-5-azaspiro[2.4]heptane-6-carboxamide